COC(=O)C=1C=C2N(C(C1)=O)CCN2 methyl-5-oxo-1,2,3,5-tetrahydroimidazo[1,2-a]pyridine-7-carboxylate